NC=1C=2N(C=CN1)C(=CN2)C=2C=NN(C2)C=2C=C(C=NC2C)NC(C2=CC(=CC=C2)C(F)(F)F)=O N-(5-(4-(8-Aminoimidazo[1,2-a]pyrazin-3-yl)-1H-pyrazol-1-yl)-6-methylpyridine-3-yl)-3-(trifluoromethyl)benzamide